ClC1=NC=C(C(=C1)C1=C(C=NC(=C1)C)C(=O)NC=1SC(=NN1)OC[C@H]1CO[C@H](C1)C)OC 2'-chloro-5'-methoxy-6-methyl-N-(5-(((3R,5S)-5-methyltetrahydrofuran-3-yl)methoxy)-1,3,4-thiadiazol-2-yl)-(4,4'-bipyridine)-3-carboxamide